2-(3-fluoro-5-isopropyl-2-methoxyphenyl)-2-((S)-3-(methyl(4-(5,6,7,8-tetrahydro-1,8-naphthyridin-2-yl)butyl)amino)pyrrolidin-1-yl)acetic acid FC=1C(=C(C=C(C1)C(C)C)C(C(=O)O)N1C[C@H](CC1)N(CCCCC1=NC=2NCCCC2C=C1)C)OC